5-chloro-N-(8,9-difluoro-6-oxo-1,4,5,6-tetrahydro-2H-pyrano[3,4-c]isoquinolin-1-yl)-N-methyl-1H-pyrrolo[2,3-b]pyridine-2-carboxamide ClC=1C=C2C(=NC1)NC(=C2)C(=O)N(C)C2COCC=1NC(C=3C=C(C(=CC3C12)F)F)=O